FC1(C[C@@]2(C3=CC=C(C=C13)C1=CC=NC=C1)NC(N(C2=O)CC(=O)N(C2(COC2)C(F)(F)F)CC2=CC=C(C=C2)F)=O)F 2-[(1'S)-3',3'-difluoro-2,5-dioxo-5'-(pyridin-4-yl)-2',3'-dihydrospiro[imidazolidine-4,1'-indene]-1-yl]-N-[(4-fluorophenyl)methyl]-N-[3-(trifluoromethyl)oxetan-3-yl]acetamide